COC=1C=CNC1 4-METHOXYPYRROLE